anti-vanillylmandelic acid C(C(O)C1=CC(OC)=C(O)C=C1)(=O)O